C(C1=CC=CC=C1)OC1=C(C(=NC(=C1)Cl)C)C(=O)OCC ethyl 4-benzyloxy-6-chloro-2-methyl-pyridine-3-carboxylate